[Na].N12C(=CCSC2CC1)C(=O)O 5-thia-1-azabicyclo[4.2.0]oct-ene-2-carboxylic acid sodium